N-(5-((5-((1-acetylazetidin-3-yl)oxy)pyridin-2-yl)ethynyl)-8-(methylamino)-2,7-naphthyridin-3-yl)cyclopropanecarboxamide C(C)(=O)N1CC(C1)OC=1C=CC(=NC1)C#CC1=C2C=C(N=CC2=C(N=C1)NC)NC(=O)C1CC1